N-(8'-((2R,4R)-2,4-dimethylazetidin-1-yl)-4'H-spiro[cyclopropane-1,5'-naphtho[2,1-d]isoxazol]-3'-yl)-2-methoxybenzenesulfonamide C[C@H]1N([C@@H](C1)C)C1=CC=C2C3(CC=4C(=NOC4C2=C1)NS(=O)(=O)C1=C(C=CC=C1)OC)CC3